C(C)C1(OC=2C=C3C(=CC2C=2N=C(SC21)N)OCO3)CC 4,4-diethyl-4H-[1,3]dioxolo[4',5':6,7]chromeno[4,3-d]thiazol-2-amine